N-[2-(5-methyl-4H-1,2,4-triazol-3-yl)phenyl]-7H-pyrrolo[2,3-d]pyrimidin-4-amine CC=1NC(=NN1)C1=C(C=CC=C1)NC=1C2=C(N=CN1)NC=C2